4,4'-bis(diphenylamino)benzophenone C1(=CC=CC=C1)N(C1=CC=C(C(=O)C2=CC=C(C=C2)N(C2=CC=CC=C2)C2=CC=CC=C2)C=C1)C1=CC=CC=C1